FC=1C=C(C=NC1)C1=NC(=C2N=CN(C2=N1)[C@H]1[C@@H]([C@@H]([C@H](S1(=O)=O)C(=O)NC)O)O)NCC1=NC=CC=C1 (2S,3S,4R,5R)-5-(2-(5-fluoropyridin-3-yl)-6-((pyridin-2-ylmethyl)amino)-9H-purin-9-yl)-3,4-dihydroxyl-N-methyl-tetrahydrothiophen-2-formamide 1,1-dioxide